BrC=1C(=NC=C(C1)C)N1CCC(CCC1)(F)F 1-(3-bromo-5-methyl-2-pyridinyl)-4,4-difluoro-azepane